COC(CN1N=C(C=C(C1=O)C)Cl)=O (3-chloro-5-methyl-6-oxopyridazin-1(6H)-yl)acetic acid methyl ester